NC([C@H](CO)NC([C@H](CO[Si](C1=CC=CC=C1)(C1=CC=CC=C1)C(C)(C)C)NC(=O)C=1N=C(SC1)C1=CC=C(C=C1)NC(OC(C)(C)C)=O)=O)=O tert-butyl (4-(4-(((S)-1-(((S)-1-amino-3-hydroxy-1-oxopropan-2-yl)amino)-3-((tert-butyldiphenylsilyl)oxy)-1-oxopropan-2-yl)carbamoyl)thiazol-2-yl)phenyl)carbamate